OCCC1=C(C=C)C=CC=C1 o-hydroxyethylstyrene